OC=1C(=NC=C(C1)O)C(C)NCC=1C(=C(C=CC1)NC(OC(C)(C)C)=O)F tert-butyl (3-(((1-(3,5-dihydroxypyridin-2-yl)ethyl)amino)methyl)-2-fluorophenyl)carbamate